(4-((2-amino-3-iodopyridin-4-yl)oxy)-3-fluorophenyl)-1-phenyl-5-(trifluoromethyl)-1H-imidazole-4-carboxamide NC1=NC=CC(=C1I)OC1=C(C=C(C=C1)C=1N(C(=C(N1)C(=O)N)C(F)(F)F)C1=CC=CC=C1)F